Dimethylsilylene-bis(2,4-diisopropyl-indenyl)zirconium dichloride [Cl-].[Cl-].C[Si](=[Zr+2](C1C(=CC2=C(C=CC=C12)C(C)C)C(C)C)C1C(=CC2=C(C=CC=C12)C(C)C)C(C)C)C